ethyl 8-methylbenzo[e][1,2,4]triazine-3-carboxylate CC1=CC=CC=2N=C(N=NC21)C(=O)OCC